CN[C@@H](CS(=O)(O)=O)C(=O)N methylcysteamide